CC(C)C1=C(C=CC(=C1)CC#N)C1=CC=CC=C1 (1-methylethyl)[1,1'-biphenyl]-4-acetonitrile